(6-Amino-3',4',5',6'-tetrahydro-2'H-[3,4']bipyridinyl-1'-yl)-[5-(4-fluoro-phenoxy)-4-methoxy-pyridin-2-yl]-methanone NC1=CC=C(C=N1)C1CCN(CC1)C(=O)C1=NC=C(C(=C1)OC)OC1=CC=C(C=C1)F